CC1=CC=C(C=C1)S(=O)(=O)ON=C(C#N)C1=CC=CC=C1 alpha-(4-toluenesulfonyloxyimino)phenylacetonitrile